bromo-theophylline BrCN1C(=O)N(C)C=2N=CNC2C1=O